N[C@@H](CC[Se]C)C(=O)O.[Se] Selenium Selenomethionine